2-[[4-[[3-(methanesulfonamido)-7-morpholino-1,6-naphthyridin-5-yl]oxy]cyclohexyl]amino]-N-methyl-pyrimidine-4-carboxamide CS(=O)(=O)NC=1C=NC2=CC(=NC(=C2C1)OC1CCC(CC1)NC1=NC=CC(=N1)C(=O)NC)N1CCOCC1